1-[(1-ethyl-1H-imidazol-5-yl)methyl]-2-[(4-{1-[(4-fluorophenyl)methoxy]-1H-pyrazol-3-yl}piperidin-1-yl)methyl]-1H-benzimidazole-6-carboxylic acid C(C)N1C=NC=C1CN1C(=NC2=C1C=C(C=C2)C(=O)O)CN2CCC(CC2)C2=NN(C=C2)OCC2=CC=C(C=C2)F